C1(CC1)C(=O)NN cyclopropane-1-carbohydrazide